6-((4-(5-(4H-1,2,4-triazol-4-yl)pyridin-3-yl)-1H-1,2,3-triazol-1-yl)methyl)-2-(((tert-butoxycarbonyl)(cyclobutylmethyl)amino)methyl)-1H-indole-1-carboxylic acid tert-butyl ester C(C)(C)(C)OC(=O)N1C(=CC2=CC=C(C=C12)CN1N=NC(=C1)C=1C=NC=C(C1)N1C=NN=C1)CN(CC1CCC1)C(=O)OC(C)(C)C